C(C)(C)(C)N(C(O)=O)CC1=CC(=C(C(=C1)C)N)C(NCC1CC1)=O.BrC=1SC(=CC1Cl)C#CC1CCCCC1 2-bromo-3-chloro-5-(cyclohexylethynyl)thiophene tert-butyl-(4-amino-3-((cyclopropylmethyl)carbamoyl)-5-methylbenzyl)carbamate